C(C)(=O)ONC(=O)CCCCCCC(=O)N1CCN(CC1)C1=CC=C(C=C1)C#CC1=CC=C(S1)/C=C/C(=O)OC(C)(C)C Tert-butyl (2E)-3-(5-{2-[4-(4-{7-[(acetyloxy)carbamoyl]heptanoyl}piperazin-1-yl)phenyl]ethynyl}thiophen-2-yl)prop-2-enoate